[C@H]1(C[C@@H](CCC1)CCC=1C=C(C(N)=N)C=CC1)CCC=1C=C(C(N)=N)C=CC1 3,3'-(((1R,3S)-cyclohexane-1,3-diyl)bis(ethane-2,1-diyl))dibenzimidamide